(7S)-2-(((1-((6-chloropyridin-3-yl)methyl)-1H-pyrazol-4-yl)methyl)amino)-7-cyclopropyl-4,8-dimethyl-7,8-dihydropteridin-6(5H)-one ClC1=CC=C(C=N1)CN1N=CC(=C1)CNC1=NC=2N([C@H](C(NC2C(=N1)C)=O)C1CC1)C